Cl/C=C/C(=O)N1CC2=CC(=CC=C2CC1)OC1=CC=C(C=C1)C(F)(F)F (E)-3-chloro-1-(7-(4-(trifluoromethyl)phenoxy)-3,4-dihydroisoquinolin-2(1H)-yl)prop-2-en-1-one